bis-methacryl-ethyl-carboxylic acid C(=O)(C(=C)C)C(CC(=O)O)C(=O)C(=C)C